BrC1=C(C=C(C(=C1)C)C)Br 1,2-dibromo-4,5-dimethylbenzene